FC(C=1C=C(C=C(C1)C(F)(F)F)NC(CCCCCCCCCCCCC)=O)(F)F N-[3,5-bis(trifluoromethyl)phenyl]myristamide